(Z)-1-acetyl-2-((6-(((1,1-dioxido-tetrahydro-2H-thiopyran-4-yl)-amino)methyl)-quinolin-2-yl)-methylene)indolin C(C)(=O)N1\C(\CC2=CC=CC=C12)=C/C1=NC2=CC=C(C=C2C=C1)CNC1CCS(CC1)(=O)=O